N1C2(CCC1)C=C1C=CC=CC1=C2 spiro[indene-2,2'-pyrrolidine]